BrC1=C(C=C(C(=C1)F)C)OCC=C 1-bromo-5-fluoro-4-methyl-2-(prop-2-en-1-yloxy)benzene